FC(C1=NN=C(O1)C=1C=CC(=NC1)CN(C(=O)C1(CN(C1)C(CC)=O)F)C1=CC(=CC=C1)F)F N-((5-(5-(difluoromethyl)-1,3,4-oxadiazol-2-yl)pyridin-2-yl)methyl)-3-fluoro-N-(3-fluorophenyl)-1-propionylazetidine-3-carboxamide